2-(1,1-dimethyl-prop-2-ynyl)-2'-fluoro-5'-methoxy-biphenyl-4-carboxylic acid CC(C#C)(C)C1=C(C=CC(=C1)C(=O)O)C1=C(C=CC(=C1)OC)F